OCC=1C=C(C=NC1)C1=NN(C=2C1=NC(=CC2)O[C@@H](CCNC(OCC2=CC=CC=C2)=O)C)C2OCCCC2 Benzyl N-[(3R)-3-[3-[5-(hydroxymethyl)-3-pyridyl]-1-tetrahydropyran-2-yl-pyrazolo[4,3-b]pyridin-5-yl]oxybutyl]carbamate